tert-Butyl 5-bromo-7-isopropyl-1-((2-(trimethylsilyl)ethoxy)methyl)-1H-indole-3-carboxylate BrC=1C=C2C(=CN(C2=C(C1)C(C)C)COCC[Si](C)(C)C)C(=O)OC(C)(C)C